2-chloro-1-fluoro-4-(2-isothiocyanato-1-methoxypropan-2-yl)benzene Methyl-6-[isopropyl(propyl)amino]-4-(pyrrolidine-1-yl)pyridine-2-carboxylate COC(=O)C1=NC(=CC(=C1)N1CCCC1)N(CCC)C(C)C.ClC1=C(C=CC(=C1)C(COC)(C)N=C=S)F